C(C)(C)(C)OC(=O)N1CC(OCC1C(N)=O)(C)C.NC=1C=CC(=NC1)C1(C=CC(=NN1)C1=CS(C(=C1)CN(C)C)CC1=C(C=CC=C1F)F)OC 6-(5-aminopyridin-2-yl)-1-(2,6-difluorobenzyl)-5-((dimethylamino)methyl)-3-(6-methoxypyridazin-3-yl)thiophene tert-butyl-5-carbamoyl-2,2-dimethylmorpholine-4-carboxylate